3-acetyl-2,2-dimethylcyclopropanecarboxylic acid C(C)(=O)C1C(C1C(=O)O)(C)C